5-(3-((4-(3-Amino-4-nitrophenyl)piperazin-1-yl)methyl)pyrrolidin-1-yl)-2-(2,6-dioxopiperidin-3-yl)isoindoline-1,3-dione NC=1C=C(C=CC1[N+](=O)[O-])N1CCN(CC1)CC1CN(CC1)C=1C=C2C(N(C(C2=CC1)=O)C1C(NC(CC1)=O)=O)=O